{3-[5-({[(7-cyclopentylpyrazolo[1,5-a]pyrimidin-6-yl)amino]carbonyl}amino)-3-methylpyridin-2-yl]-1,2,4-oxadiazol-5-yl}-3,3-dimethylbutyric acid C1(CCCC1)C1=C(C=NC=2N1N=CC2)NC(=O)NC=2C=C(C(=NC2)C2=NOC(=N2)C(C(=O)O)C(C)(C)C)C